ClC=1C=CC2=C(C1)C1(OC1)C(CCN2C(=O)C=2C=CC(=NC2)NC(C2=C(C=CC=C2)C(F)(F)F)=O)(F)F N-[5-({7-chloro-4,4-difluoro-1,2,3,4-tetrahydrospiro[1-benzoazepin-5,2'-oxiran]-1-yl}carbonyl)pyridin-2-yl]-2-(trifluoromethyl)benzamide